(R)-8-(2-(2-isopropoxyphenyl)thiazol-5-yl)-9-oxooctahydro-2H-pyrazino[1,2-a]pyrazine-2-carbonitrile C(C)(C)OC1=C(C=CC=C1)C=1SC(=CN1)N1C([C@@H]2N(CCN(C2)C#N)CC1)=O